C(C)(C)C1=C(C=CC=C1)[C@H]1N(CCC1)C1CC2(CN(C2)C2=CC=C(C(=O)N)C=C2)C1 4-(6-((S)-2-(2-isopropylphenyl)pyrrolidin-1-yl)-2-azaspiro[3.3]heptan-2-yl)benzamide